(2-chloroethylthio)naphthalene ClCCSC1=CC=CC2=CC=CC=C12